1,3,5-tris(3,4-epoxybutyl)-1,3,5-triazine C(CC1CO1)N1CN(CN(C1)CCC1CO1)CCC1CO1